2-penten-1-on C(C=CCC)=O